BrC=1C=C(OC1)C(=O)N1C[C@H](O[C@H](C1)C)C (4-bromofuran-2-yl)((2R,6S)-2,6-dimethylmorpholino)methanone